C(C)O[Si](OC(C)(C)C)(OC(C)C)OC(C)C monoethoxydiisopropoxytertiary butyl-oxysilane